2-(2-Fluoro-6-methoxyphenyl)-6,7-dihydro-5H-pyrazolo[5,1-b][1,3]oxazine-3-carboxylic acid FC1=C(C(=CC=C1)OC)C1=NN2C(OCCC2)=C1C(=O)O